2-hydroxyethane-1,1-diphosphonic acid OCC(P(O)(=O)O)P(O)(=O)O